C(OC(C)(C)C)(OC(C)(C)C)=O Di(t-butyl) carbonate